ClC1=C(C(=O)N[C@@H](CCOC[C@@H](CCC2=NC=3NCCCC3C=C2)C)C(=O)O)C(=CC=C1)Cl N-(2,6-dichlorobenzoyl)-O-((R)-2-methyl-4-(5,6,7,8-tetrahydro-1,8-naphthyridin-2-yl)butyl)-L-homoserine